6-bromo-3,4,5-trimethoxy-[1,1'-biphenyl]-2-formaldehyde BrC=1C(=C(C(=C(C1C1=CC=CC=C1)C=O)OC)OC)OC